(5-chloro-3-isopropylpyrazolo[1,5-a]pyrimidin-7-yl)(3-methyl-4-(pyridin-2-yl)benzyl)carbamic acid tert-butyl ester C(C)(C)(C)OC(N(CC1=CC(=C(C=C1)C1=NC=CC=C1)C)C1=CC(=NC=2N1N=CC2C(C)C)Cl)=O